4-phenyl-(naphthalen-1-yl)boronic acid C1(=CC=CC=C1)C1=CC=C(C2=CC=CC=C12)B(O)O